[Na+].S(=O)(=O)(OC(CCCCC)CC)[O-] ethylhexyl sulfate sodium salt